ClC1=NC(=NC(=C1)OCC)C(C)(F)F 4-chloro-2-(1,1-difluoroethyl)-6-ethoxypyrimidine